(E)-2-isopropyl-5-[2-(thiophen-3-yl)vinyl]phenol C(C)(C)C1=C(C=C(C=C1)\C=C\C1=CSC=C1)O